methyl 1-bromocyclopropane-1-carboxylate BrC1(CC1)C(=O)OC